C(C1=CC=CC=C1)N1C[C@H]([C@@H](C1)C)C=1NC(C2=C(N1)N(N=C2)C(C)C)=O 6-[(3S,4S)-1-benzyl-4-methylpyrrolidin-3-yl]-1-isopropyl-1,5-dihydro-4H-pyrazolo[3,4-d]pyrimidin-4-one